IC=1N=C2C=C(C=NC2=CC1)N1CCC(CC1)N(C(OC(C)(C)C)=O)C tert-butyl (1-(6-iodo-1,5-naphthyridin-3-yl)piperidin-4-yl)(methyl)carbamate